(S)-2-(tert-Butyl-diphenyl-silanyloxy)-propionic acid (S)-1-((S)-1-{(S)-1-[(S)-1-((S)-1-ethoxycarbonyl-ethoxycarbonyl)-ethoxycarbonyl]-ethoxycarbonyl}-ethoxycarbonyl)-ethyl ester C(C)OC(=O)[C@H](C)OC(=O)[C@H](C)OC(=O)[C@H](C)OC(=O)[C@H](C)OC(=O)[C@H](C)OC([C@H](C)O[Si](C1=CC=CC=C1)(C1=CC=CC=C1)C(C)(C)C)=O